N1=CC=C(C=C1)N(CCCCCCSSCCCCC(C(=O)[O-])(CCCCCC)CCCC)CCCCCCSSCCCCC(C(=O)[O-])(CCCCCC)CCCC (((pyridin-4-ylazanediyl)bis(hexane-6,1-diyl))bis(disulfanediyl))bis(butane-4,1-diyl)bis(2-butyloctanoate)